3-amino-1-[4-[5-(trifluoromethyl)pyrimidin-2-yl]piperazin-1-yl]propan-1-one hydrochloride Cl.NCCC(=O)N1CCN(CC1)C1=NC=C(C=N1)C(F)(F)F